N-Isopropyl-N-methyl-2-[4-oxo-2-(tetrahydro-furan-2-ylmethoxy)-6,7-dihydro-4H-pyrimido[6,1-a]isoquinolin-9-yloxy]-acetamide C(C)(C)N(C(COC=1C=C2CCN3C(C2=CC1)=CC(=NC3=O)OCC3OCCC3)=O)C